3-hydroxy-1-naphthalenecarbonitrile OC=1C=C(C2=CC=CC=C2C1)C#N